OCC1=CC(=NC(=N1)N1C=NC=C1)C(=O)NC1CCC(CC1)OCCOC 6-((hydroxymethyl))-2-(1H-imidazol-1-yl)-N-((1r,4r)-4-(2-methoxyethoxy)cyclohexyl)pyrimidine-4-carboxamide